benzyl (6-(((S)-1,5-bis(bis(2-(((2S,3S,4S,5S,6R)-3,4,5-trihydroxy-6-(hydroxymethyl)tetrahydro-2H-pyran-2-yl)oxy)ethyl)amino)-1,5-dioxopentan-2-yl)amino)-6-oxohexyl)carbamate O[C@@H]1[C@H](O[C@@H]([C@H]([C@@H]1O)O)CO)OCCN(C([C@H](CCC(=O)N(CCOC1OC(C(C(C1O)O)O)CO)CCO[C@H]1O[C@@H]([C@H]([C@@H]([C@@H]1O)O)O)CO)NC(CCCCCNC(OCC1=CC=CC=C1)=O)=O)=O)CCO[C@H]1O[C@@H]([C@H]([C@@H]([C@@H]1O)O)O)CO